BrC1=CC=CC2=C1N=C(S2)NC(=O)C2CN(CCC2)C(=O)OC(C)(C)C tert-butyl 3-((4-bromobenzo[d]thiazol-2-yl)carbamoyl)piperidine-1-carboxylate